NC([C@H](C[C@H]1C(NCCC1)=O)NC([C@H](CC1CC1)NC(=O)C=1NC2=C(C=CC(=C2C1)OC)Br)=O)=O N-[(1S)-2-[[(1S)-2-amino-2-oxo-1-[[(3S)-2-oxo-3-piperidyl]methyl]ethyl]amino]-1-(cyclopropylmethyl)-2-oxo-ethyl]-7-bromo-4-methoxy-1H-indole-2-carboxamide